O[C@@H]1[C@@H](CC12CCN(CC2)C(=O)OCC(F)F)[C@@H]2N1C(C=3C=CC=CC23)=CN=C1 2,2-difluoroethyl (2S,3R)-3-hydroxy-2-[(5S)-5H-imidazo[1,5-b]isoindol-5-yl]-7-azaspiro[3.5]nonane-7-carboxylate